4-bromo-1-methyl-3-((methylamino)methyl)-1H-pyrazole-5-formamide BrC=1C(=NN(C1C(=O)N)C)CNC